N-((1-(2-(trifluoromethyl)-pyrimidin-5-yl)-1,2,3,4-tetrahydroquinolin-3-yl)methyl)acrylamide FC(C1=NC=C(C=N1)N1CC(CC2=CC=CC=C12)CNC(C=C)=O)(F)F